Cl.NC\C=C(\CN1C(=NC2=C1C=C(C=C2C2=CC=C(C=C2)S(=O)(=O)C)C(=O)OC)C)/F Methyl (Z)-1-(4-amino-2-fluorobut-2-en-1-yl)-2-methyl-4-(4-(methylsulfonyl)phenyl)-1H-benzo[d]imidazol-6-carboxylate Hydrochloride